2-(1-cyclopropyl-1,2,3,4-tetrahydroquinolin-7-yl)-6,7-dimethoxy-4-(piperidine-1-carbonyl)isoquinolin-1(2H)-one C1(CC1)N1CCCC2=CC=C(C=C12)N1C(C2=CC(=C(C=C2C(=C1)C(=O)N1CCCCC1)OC)OC)=O